2-decyloxy-5,6-dihydro-4H-1,3-oxazine C(CCCCCCCCC)OC=1OCCCN1